6-Aza-L-tryptophan N[C@@H](CC1=CNC2=CN=CC=C12)C(=O)O